C(C1=CC=CC=C1)OC1=NC(=CC=C1C1=NN(C2=CC(=CC=C12)[N+](=O)[O-])C)OCC1=CC=CC=C1 (2,6-dibenzyloxy-3-pyridyl)-1-methyl-6-nitro-indazole